ClC=1C=C(C=CC1)[C@@H]1N(C[C@H](CC1)C)C(C(=O)NC=1C=C(C=NC1)C(=O)N)=O 5-[[2-[(2R,5S)-2-(3-chlorophenyl)-5-methyl-1-piperidyl]-2-oxo-acetyl]amino]pyridine-3-carboxamide